C(=O)O.N1N=CC2=C(C=CC=C12)SC=1C(N(C(=NC1N)N1CCC2(CCC[C@H]2N)CC1)C)=O (R)-5-((1H-indazol-4-yl)thio)-6-amino-2-(1-amino-8-azaspiro[4.5]decan-8-yl)-3-methylpyrimidin-4(3H)-one formate salt